N1=C(C=NC=C1)CCC=O 3-(PYRAZIN-2-YL)PROPANAL